C[C@]12CC(C[C@](CC1)(N2)C)N(C=2SC=1N=C(SC1N2)C=2C=CC(=C1C=NNC21)C=2C=NNC2)C N-[(1R,3s,5S)-1,5-Dimethyl-8-azabicyclo[3.2.1]octan-3-yl]-N-methyl-5-[4-(1H-pyrazol-4-yl)-1H-indazol-7-yl][1,3]thiazolo[5,4-d][1,3]thiazol-2-amin